C(C=C)(=O)N1[C@@H](C=2NC3=CC=CC=C3C2C[C@@H]1C(=O)OC)C1=CC2=C(OCO2)C=C1 methyl (1R,3R)-2-acryloyl-1-(benzo[d][1,3]dioxol-5-yl)-2,3,4,9-tetrahydro-1H-pyrido[3,4-b]indole-3-carboxylate